4-chloro-3-fluoro-N-((6-methoxy-1-methyl-1H-benzimidazol-7-yl)methyl)benzamide ClC1=C(C=C(C(=O)NCC2=C(C=CC3=C2N(C=N3)C)OC)C=C1)F